6-(Benzylthio)isochinolin C(C1=CC=CC=C1)SC=1C=C2C=CN=CC2=CC1